C(C)(C)(C)OC(NCCN(C1CC1)C(C)C1=C(C(=CC=C1)Cl)F)=O (2-((1-(3-Chloro-2-fluorophenyl)ethyl)(cyclopropyl)amino)ethyl)carbamic acid tert-butyl ester